N-(4-{[6-(5-Chloro-2-Fluorophenyl)pyridazin-4-yl]Amino}Pyridin-2-yl)-3-(Morpholin-4-yl)Propanamid ClC=1C=CC(=C(C1)C1=CC(=CN=N1)NC1=CC(=NC=C1)NC(CCN1CCOCC1)=O)F